N[C@H](C(=O)OC)CC1=CC(=NO1)OCC1=C(C=C(C=C1)OC)OC methyl (S)-2-amino-3-{3-[(2,4-dimethoxyphenyl)methoxy]-1,2-oxazol-5-yl}propanoate